13-(3-hydroxyisoxazol-5-yl)tridecanoic acid OC1=NOC(=C1)CCCCCCCCCCCCC(=O)O